N=1C=NN2C1C(=CC=C2)C=2NC1=CC=C(C=C1C2C(C)C)C2CCN(CC2)CC(=O)N(C)C 2-(4-(2-([1,2,4]triazolo[1,5-a]pyridin-8-yl)-3-isopropyl-1H-indol-5-yl)piperidin-1-yl)-N,N-dimethylacetamide